FC(C1=CC=C(C=C1)C1=NNC=C1N1C=CC=2C=CC=NC2C1=O)(F)F 7-{3-[4-(trifluoromethyl)phenyl]-1H-pyrazol-4-yl}-7,8-dihydro-1,7-naphthyridin-8-one